1,3-dimethylpyrrolidinium methanesulfonate CS(=O)(=O)[O-].C[NH+]1CC(CC1)C